8-fluoro-6-(8-fluoro-2-methylimidazo[1,2-a]pyridin-6-yl)-2-(piperidin-4-yl)quinoline hydrochloride salt Cl.FC=1C=C(C=C2C=CC(=NC12)C1CCNCC1)C=1C=C(C=2N(C1)C=C(N2)C)F